3-((4-Methylpiperazin-1-yl)methyl)benzyl (Z)-3-aminobut-2-enoate N\C(=C/C(=O)OCC1=CC(=CC=C1)CN1CCN(CC1)C)\C